FC=1C=C(C=CC1N1CCN(CC1)CCOC)C1=CC2=C(C(=N1)C)C=C(N2C)C2=CC=C(C=C2)S(=O)(=O)C 6-(3-fluoro-4-(4-(2-methoxyethyl)piperazin-1-yl)phenyl)-1,4-dimethyl-2-(4-(methylsulfonyl)phenyl)-1H-pyrrolo[3,2-c]pyridine